2,7-dicarboxyl-naphthalene C(=O)(O)C1=CC2=CC(=CC=C2C=C1)C(=O)O